methyl 6-isopropoxy-2-(tetrahydro-2H-pyran-3-yl)-2H-indazole-5-carboxylate C(C)(C)OC=1C(=CC2=CN(N=C2C1)C1COCCC1)C(=O)OC